C(CCCCCCC)(=O)[Si](OCC)(OCC)OCC Caprylyltriethoxysilane